FC1=CC=C(C=C1)[C@@H]1N(CCC2=CC=CC=C12)C(=O)NC12CC(C1)(C2)NC(OC(C)(C)C)=O tert-butyl (S)-(3-(1-(4-fluorophenyl)-1,2,3,4-tetrahydroisoquinoline-2-carboxamido)bicyclo[1.1.1]-pentan-1-yl)carbamate